CN1C(CCC2=CC(=CC=C12)C=1C=C(C=NC1)CNC(=O)C=1C=NOC1C1CC1)=O 5-Cyclopropyl-isoxazole-4-carboxylic acid [5-(1-methyl-2-oxo-1,2,3,4-tetrahydro-quinolin-6-yl)-pyridin-3-ylmethyl]-amide